CC#C Methyl-ethyne